4-iodo-8-(1H-pyrazol-1-yl)-6a,7,8,9-tetrahydro-6H-pyrido[3,2-b]-pyrrolo[1,2-d][1,4]oxazine IC1=CC=NC2=C1OCC1N2CC(C1)N1N=CC=C1